FC=1C=C(C=CC1)C=1C=C(C=CC1)C1=NC=CC=C1 2-(3-(3-fluorophenyl)phenyl)pyridine